ClC=1C=C(C=CC1Cl)C=1N=C(SC1CC(C)C)NC=1C=C(C=C(C1)C1=CC=CC=C1)C(=O)OC methyl 5-(4-(3,4-dichlorophenyl)-5-isobutylthiazol-2-ylamino)biphenyl-3-carboxylate